6-Ethyl-5-(2-(pyridin-3-yl)quinolin-8-yl)pyridin-2-amine C(C)C1=C(C=CC(=N1)N)C=1C=CC=C2C=CC(=NC12)C=1C=NC=CC1